6-bromo-N-(2-nitrophenyl)pyridin-2-amine BrC1=CC=CC(=N1)NC1=C(C=CC=C1)[N+](=O)[O-]